chromium zinc-nickel [Ni].[Zn].[Cr]